C(C)(C)(C)C1=NC(=NO1)C(=O)NCC1=C(C=C(C=C1)C1=NC=NN2C1=CC(=C2)C2=CC(=C(C=C2)C=O)F)C 5-tert-butyl-N-[[4-[6-(3-fluoro-4-formyl-phenyl)pyrrolo[2,1-f][1,2,4]triazin-4-yl]-2-methyl-phenyl]methyl]-1,2,4-oxadiazole-3-carboxamide